tert-Butyl (1s,4s)-4-(2-fluoro-4-methoxy-5-((2-(neopentylcarbamoyl)phenyl)carbamoyl)phenoxy)-1-methylcyclohexane-1-carboxylate FC1=C(OC2CCC(CC2)(C(=O)OC(C)(C)C)C)C=C(C(=C1)OC)C(NC1=C(C=CC=C1)C(NCC(C)(C)C)=O)=O